N-(3-{[2-(2-fluorophenyl)-4-[(methylamino)methyl]-1H-pyrrol-1-yl]sulfonyl}phenyl)-2-methylpropane-1-sulfonamide trifluoroacetate FC(C(=O)O)(F)F.FC1=C(C=CC=C1)C=1N(C=C(C1)CNC)S(=O)(=O)C=1C=C(C=CC1)NS(=O)(=O)CC(C)C